FC=1C=C(C=CC1C=1N(C=C(N1)C(F)(F)F)C)CO (3-fluoro-4-(1-methyl-4-(trifluoromethyl)-1H-imidazol-2-yl)phenyl)methanol